ClC=1C=C(C(O)=CC1Cl)O 4,5-dichlorocatechol